Styrol Acrylat C(C=C)(=O)O.C=CC1=CC=CC=C1